C(C)O/C=C/C#N (2E)-3-ethoxyprop-2-enenitrile